ClC=1C=C(C=CC1F)NC1=NC=NC2=CC(=C(C=C12)N)OCC#C N-(3-chloro-4-fluorophenyl)-6-amino-7-(prop-2-yn-1-yloxy)quinazolin-4-amine